((2-(3,7-dimethylocta-2,6-dien-1-yl)-5-propyl-1,3-phenylene)bis(oxy))bis(methylene) diethyl bis(carbonate) C(OCOC=1C(=C(C=C(C1)CCC)OCOC(OCC)=O)CC=C(CCC=C(C)C)C)(OCC)=O